4-chlorobicyclo[4.2.0]octa-1,3,5-trien-7-amine ClC1=CC=C2CC(C2=C1)N